ClC=1C=C(C=CC1Cl)C(C1=NN=C(O1)C1CN(CC12CN(C2)C(=O)OC(C)(C)C)C(=O)C2=NC=CN=C2)(F)F tert-butyl 8-(5-((3,4-dichlorophenyl)difluoromethyl)-1,3,4-oxadiazol-2-yl)-6-(pyrazine-2-carbonyl)-2,6-diazaspiro[3.4]octane-2-carboxylate